7-((4-(6-(difluoromethyl)pyridin-3-yl)piperazin-1-yl)methyl)-3-ethyl-1,5-naphthyridin-2(1H)-one FC(C1=CC=C(C=N1)N1CCN(CC1)CC1=CN=C2C=C(C(NC2=C1)=O)CC)F